Cl.Cl.N[C@H](C(=O)NC1=CC=C2C=NN(C2=C1)C=1C=C(C=CC1)C)CN (S)-2,3-diamino-N-(1-(m-tolyl)-1H-indazol-6-yl)propanamide dihydrochloride